NCC1(CCCCC1)NC(OC(C)(C)C)=O tert-butyl (1-(aminomethyl)cyclohexyl)carbamate